C(CC)OC(=O)C1=CC(=NN1C)NC(CCNC(C1=CC(=CC=C1)C1=NOC(=N1)C)=O)=O Propyl-1-methyl-3-(3-(3-(5-methyl-1,2,4-oxadiazol-3-yl)benzamido)propanamido)-1H-pyrazole-5-carboxylate